C(CCCCCCC)(=O)N(C(CN)=O)C(CCCCCCC)=O glycine dioctanoyl amide